bis(2,5-dihydroxy-4-carboxyphenyl)urea OC1=C(C=C(C(=C1)C(=O)O)O)NC(NC1=C(C=C(C(=C1)O)C(=O)O)O)=O